5-(3-methyl-2-oxo-2,3-dihydrobenzo[d]oxazol-5-yl)pyridine-3-carbaldehyde CN1C(OC2=C1C=C(C=C2)C=2C=C(C=NC2)C=O)=O